N-(2-(2,6-dioxopiperidin-3-yl)-1-oxoisoindolin-5-yl)-2,3-dihydro-1H-pyrrolo[3,2-b]pyridine-1-carboxamide O=C1NC(CCC1N1C(C2=CC=C(C=C2C1)NC(=O)N1CCC2=NC=CC=C21)=O)=O